4-amino-1-(4-(1-hydroxyethyl) phenyl)-2-oxo-7-(trifluoromethyl)-1,2-dihydro-1,8-naphthyridine-3-carboxylate NC1=C(C(N(C2=NC(=CC=C12)C(F)(F)F)C1=CC=C(C=C1)C(C)O)=O)C(=O)[O-]